CC(CO)=CCCC(CCO)C 2,6-dimethyloct-2-ene-1,8-diol